FC1=C(C=C(C=C1)F)C1=C(C(=NC=C1)N1C[C@H](CC1)F)NC(=O)C1CCN(CC1)C(=O)OC(C)(C)C (S)-tert-butyl 4-((4-(2,5-difluorophenyl)-2-(3-fluoropyrrolidin-1-yl)pyridin-3-yl)carbamoyl)piperidine-1-carboxylate